Dimethyl 4-[2-[2-[4-[7-(dimethylamino)imidazo[1,2-a]pyridin-2-yl]phenoxy]ethoxy]ethoxy]benzene-1,2-dicarboxylate CN(C1=CC=2N(C=C1)C=C(N2)C2=CC=C(OCCOCCOC=1C=C(C(=CC1)C(=O)OC)C(=O)OC)C=C2)C